C(#N)C=1C=C(C2=C(N(C(=N2)NC(CC(C)(C)C)=O)C2CCC2)C1)F N-(6-cyano-1-cyclobutyl-4-fluoro-1H-benzo[d]imidazol-2-yl)-3,3-dimethylbutyramide